CC(C(=O)N1C[C@H]2OC3=C([C@@H]1C2)C=NC=C3C#CC3=CC=CC=C3)(C)C 2,2-Dimethyl-1-((2S,5S)-9-(phenylethynyl)-2,3-dihydro-2,5-methanopyrido[3,4-f][1,4]oxazepin-4(5H)-yl)propan-1-one